N-lauryl-N,N-dimethylammonium C(CCCCCCCCCCC)[NH+](C)C